The molecule is a tripeptide composed of two L-leucine units and L-serine joined in sequence by peptide linkages. It has a role as a metabolite. It derives from a L-leucine and a L-serine. CC(C)C[C@@H](C(=O)N[C@@H](CC(C)C)C(=O)N[C@@H](CO)C(=O)O)N